C1(CCCC1)N1C(CN(C=2C(N[C@](NC12)(N)NC=1C=C2C(=NC(C2=CC1OC)=O)CCN1CCOCC1)=O)C)CC (R)-8-cyclopentyl-7-ethyl-2-{[2-(4-morpholinyl)ethyl-6-methoxy-1-oxoisoindol-5-yl]amino}-5-methyl-7,8-dihydropterin